N1(N=CN=C1)CCC1(CCC2=C(SC(=C2C(=O)OCC)NC(C)=O)C1=O)C1=CC=CC=C1 Ethyl 6-(2-(1H-1,2,4-Triazol-1-yl)ethyl)-2-acetamido-7-oxo-6-phenyl-4,5,6,7-tetrahydrobenzo[b]thiophene-3-carboxylate